5-(2-fluoroethoxy)-7-((2-methyl-[1,1'-biphenyl]-3-yl)methoxy)-2,3-dihydro-1H-indene-4-carbaldehyde FCCOC1=C(C=2CCCC2C(=C1)OCC=1C(=C(C=CC1)C1=CC=CC=C1)C)C=O